The molecule is a member of the class of imidazoquinolines that is 3-methyl-2-oxo-2,3-dihydro-1H-imidazo[4,5-c]quinoline substituted at position 1 by a 4-(1-cyanoisopropyl)phenyl group and at position 8 by a pyrimidin-5-yl group. It is a member of pyrimidines, a nitrile, an imidazoquinoline and a member of ureas. CC(C)(C#N)C1=CC=C(C=C1)N2C3=C4C=C(C=CC4=NC=C3N(C2=O)C)C5=CN=CN=C5